1-[4-[[2-O-(6-Deoxy-alpha-L-mannopyranosyl)-beta-D-glucopyranosyl]oxy]-2,6-dihydroxyphenyl]-3-(4-hydroxyphenyl)-1-propanone [C@@H]1([C@H](O)[C@H](O)[C@@H](O)[C@@H](O1)C)O[C@H]1[C@@H](O[C@@H]([C@H]([C@@H]1O)O)CO)OC1=CC(=C(C(=C1)O)C(CCC1=CC=C(C=C1)O)=O)O